5-(azetidin-3-ylmethyl)-3-(4-(3-(benzyloxy)propoxy)phenyl)-1,2,4-oxadiazole trifluoroacetate FC(C(=O)O)(F)F.N1CC(C1)CC1=NC(=NO1)C1=CC=C(C=C1)OCCCOCC1=CC=CC=C1